6-((1-(2-(4-(cyclopropylsulfonyl)phenyl)-2-(methoxyimino)acetyl)-3-fluoropiperidin-4-yl)amino)-N-((S)-3-(3,4-dihydroisoquinolin-2(1H)-yl)-2-hydroxypropyl)pyrimidine-4-carboxamide C1(CC1)S(=O)(=O)C1=CC=C(C=C1)C(C(=O)N1CC(C(CC1)NC1=CC(=NC=N1)C(=O)NC[C@@H](CN1CC2=CC=CC=C2CC1)O)F)=NOC